N=1C=NN2C=NC(=CC21)OC2=C(C=C(C=C2)NC2=NC=NC1=CC=C(C(=C21)N2CC(C2)N(C)C)NC=2OCC(N2)(C)C)C N4-(4-([1,2,4]triazolo[1,5-c]pyrimidin-7-yloxy)-3-methylphenyl)-N6-(4,4-dimethyl-4,5-dihydrooxazol-2-yl)-5-(3-(dimethylamino)azetidin-1-yl)quinazoline-4,6-diamine